ClC=1C(=C(C=C(C1)Cl)S(=O)(=O)O)O 3,5-dichloro-2-hydroxy-benzenesulfonic acid